[3-(1H-triazol-5-yl)pyrrolidin-1-yl]methanone N1N=NC=C1C1CN(CC1)C=O